ClC1=CC=C(S1)CNC1=CC(=NN1C(C(C)(C)C)=O)C1CCN(CC1)S(=O)(=O)N1CCOCC1 1-(5-[(5-chlorothiophen-2-yl)methyl]amino-3-[1-(morpholine-4-sulfonyl)piperidin-4-yl]-1H-pyrazol-1-yl)-2,2-dimethylpropan-1-one